ClC=1N=C(C2=C(N1)COC2)NC2=CC(=CC=C2)S(NC2CC2)(=O)=O 2-Chloro-N4-(3-[N-cyclopropylsulfamoyl]phenyl)-5,7-dihydrofuro[3,4-d]pyrimidine-4-amine